C(C1=CC=CC=C1)[C@@H]1N(CCN(C1)S(=O)(=O)C)C1=CC2=C(C=N1)C(=NN2C)C=2C(=C(C(=C(C2)C(F)(F)F)F)O)F (S)-3-(6-(2-Benzyl-4-(methylsulfonyl)piperazin-1-yl)-1-methyl-1H-pyrazolo[4,3-c]pyridin-3-yl)-2,6-difluoro-5-(trifluoromethyl)phenol